N1(N=CC=C1)C[C@]12C[C@H](N([C@@H]2C1)C(=O)OC(C)(C)C)C(NC1=NC(=CC=C1C)Br)=O tert-Butyl (1R,3S,5R)-5-((1H-pyrazol-1-yl)methyl)-3-((6-bromo-3-methylpyridin-2-yl)carbamoyl)-2-azabicyclo[3.1.0]hexane-2-carboxylate